(R)-5-chloro-4-((1-(5-chloro-2-fluorophenyl)-2,2,2-trifluoroethyl)amino)-N-(2,4-dimethoxybenzyl)-2-fluoro-N-(pyrimidin-4-yl)benzenesulfonamide ClC=1C(=CC(=C(C1)S(=O)(=O)N(C1=NC=NC=C1)CC1=C(C=C(C=C1)OC)OC)F)N[C@@H](C(F)(F)F)C1=C(C=CC(=C1)Cl)F